CN(S(=O)(=O)NC=1C(=C(C(=O)C2=CNC3=NC=C(C=C32)C3=CC2=C(N=CS2)C=C3)C(=CC1)F)F)C 6-[3-[3-(dimethylsulfamoylamino)-2,6-difluoro-benzoyl]-1H-pyrrolo[2,3-b]pyridin-5-yl]-1,3-benzothiazole